tert-butyl-4-(1-((N-(tert-butoxycarbonyl)sulfamoyl)amino)propan-2-yl)piperidine C(C)(C)(C)N1CCC(CC1)C(CNS(NC(=O)OC(C)(C)C)(=O)=O)C